ClC=1C=CC(=C(C1)C1=CC(N(C=C1OC)C(C(=O)NC1=CC(=CC=C1)P(=O)(C)C)CC1=CC=CC=C1)=O)N1N=NN=C1 2-(4-(5-Chloro-2-(1H-tetrazol-1-yl)phenyl)-5-methoxy-2-oxopyridin-1(2H)-yl)-N-(3-(Dimethylphosphoryl)phenyl)-3-phenylpropanamide